C1(CC1)C=1C=CC(=NC1)C(C)N1C[C@@H](N(C[C@H]1CC)C=1C=2N(N(C(C1)=O)C)C=C(N2)CC#N)CC 2-(8-((2S,5R)-4-(1-(5-cyclopropylpyridin-2-yl)ethyl)-2,5-diethylpiperazin-1-yl)-5-methyl-6-oxo-5,6-dihydroimidazo[1,2-b]pyridazin-2-yl)acetonitrile